FC1=CN=C2N1N=CC=C2 3-fluoro-imidazo[1,2-b]pyridazine